tert-butyl (3aR,6aS)-2-(4,6-dimethylpyrimidin-2-yl)hexahydro-5H-pyrrolo[3,4-d]isoxazole-5-carboxylate CC1=NC(=NC(=C1)C)N1O[C@H]2[C@@H](C1)CN(C2)C(=O)OC(C)(C)C